NCCCCCCCCCCC(=O)N[C@H](C(=O)N1[C@@H](C[C@H](C1)O)C(=O)NCC1=CC=C(C=C1)C1=C(N=CS1)C)C(C)(C)C (2S,4R)-1-((S)-2-(11-aminoundecanamido)-3,3-dimethylbutanoyl)-4-hydroxy-N-(4-(4-methylthiazol-5-yl)benzyl)pyrrolidine-2-carboxamide